1-methyl-5-(5-morpholino-1H-benzimidazol-2-yl)pyrazol-3-amine CN1N=C(C=C1C1=NC2=C(N1)C=CC(=C2)N2CCOCC2)N